[1,5]diazocino[2',3':4,5]thieno[3,2-f]quinoline-9(10H)-carboxylic acid tert-butyl ester C(C)(C)(C)OC(=O)N1C=C2C(C=3C=4C=CC=NC4C=CC3S2)=NC=CC1